ClC1=C(C=CC(=C1)Cl)[C@]1(OC[C@H](O1)COC1=CC=C(C=C1)N1CCN(CC1)C1=CC=C(C=C1)NC(C1=NC=CC=C1)=O)C N-(4-(4-(4-(((2S,4R)-2-(2,4-dichlorophenyl)-2-methyl-1,3-dioxolan-4-yl)methoxy)phenyl)piperazin-1-yl)phenyl)picolinamide